7-[(3S)-3-[(dimethylamino)methyl]-1,2,3,4-tetrahydroisoquinoline-2-carbonyl]-1,2,3,4-tetrahydroisoquinoline-2-carboxylic acid phenyl ester C1(=CC=CC=C1)OC(=O)N1CC2=CC(=CC=C2CC1)C(=O)N1CC2=CC=CC=C2C[C@H]1CN(C)C